(E)-4-(Bromomethyl)benzaldoxime BrCC1=CC=C(\C=N\O)C=C1